OC1=C(C=C(C=C1C(C)(C)CC(C)(C)C)C(C)(C)CC(C)(C)C)N1N=C2C(=N1)C=CC=C2 2-(2-hydroxy-3,5-Di-tert-octylphenyl)benzotriazole